C(=C)C1=NC=C(C=N1)C=C 2,5-divinylpyrimidine